3-chloro-6-methylpyrimidine ClN1CN=C(C=C1)C